O(S(=O)(=O)C(F)(F)F)C1=CC(=CC2=CC=C(C(=C12)CC)F)OCOCC 3-(ethoxymethoxy)-8-ethyl-7-fluoronaphthalen-1-yl triflate